1-amino-3-iminocyclohex-1-ene NC1=CC(CCC1)=N